COC1=CC=C(C=C1)CN(C1=CC(=C(C(=N1)C)C(F)(F)F)B(O)O)CC1=CC=C(C=C1)OC [6-[bis[(4-methoxyphenyl)methyl]amino]-2-methyl-3-(trifluoromethyl)-4-pyridyl]boronic acid